N-pyridin-4-ylbenzamide N1=CC=C(C=C1)NC(C1=CC=CC=C1)=O